CN1C(C=CC(=C1)[C@H]1CNC[C@H](O1)C)=O 1-methyl-5-[(2S,6R)-6-methylmorpholin-2-yl]pyridin-2-one